(8-((1S,2R)-2-isopropylcyclopropyl)imidazo[1,2-B]pyridazin-6-yl)pyrimidine-2,4(1H,3H)-dione C(C)(C)[C@@H]1[C@H](C1)C=1C=2N(N=C(C1)N1C(NC(C=C1)=O)=O)C=CN2